ClC=1C=C(C=CC1F)NC1=NC=NC2=CC(=C(C=C12)O[C@@H]1CC[C@H](CC1)N(C)S(=O)(=O)C)OC 4-[(3-chloro-4-fluoro-phenyl)amino]-6-[trans-4-(N-methanesulfonyl-N-methyl-amino)-cyclohex-1-yloxy]-7-methoxy-quinazoline